2-(2-hydroxy-5-acrylyloxyphenyl)-2H-benzotriazole OC1=C(C=C(C=C1)OC(C=C)=O)N1N=C2C(=N1)C=CC=C2